Ethyl 3,5-dimethoxy-4-isopropylbenzoate COC=1C=C(C(=O)OCC)C=C(C1C(C)C)OC